1-(4-(4-amino-1-cyclopropyl-1H-pyrazolo[3,4-d]pyrimidin-3-yl)-2-fluorophenyl)-3-(3-(tert-butyl)-1,2,4-thiadiazol-5-yl)urea NC1=C2C(=NC=N1)N(N=C2C2=CC(=C(C=C2)NC(=O)NC2=NC(=NS2)C(C)(C)C)F)C2CC2